NCC1=NN=NN1 5-(aminomethyl)-tetrazole